6-Iodo-3-[(trans)-2-[5-(pyrrolidin-1-ylmethyl)-2-pyridinyl]vinyl]-1-tetrahydropyran-2-yl-indazole IC1=CC=C2C(=NN(C2=C1)C1OCCCC1)\C=C\C1=NC=C(C=C1)CN1CCCC1